C(C)(C)(C)N(CC(=O)O)CC=1C(=NC=CC1)NC.ClC1=C(C(=CC=C1)Cl)NC(=O)C=1C(=NC(=NC1)NC1=C(C(=C(C=C1)N1CCN(CC1)C)C(F)(F)F)F)OCC N-(2,6-dichlorophenyl)-4-ethoxy-2-{[3-(trifluoromethyl)-fluoro-4-(4-methylpiperazin-1-yl)phenyl]amino}pyrimidine-5-carboxamide tert-butyl-((2-(methylamino)pyridin-3-yl)methyl)glycinate